Cl.C(C)C=1C=CC(=C(C1)S(=O)(=O)NC1=NOC2=C1C(=CC(=C2)COC2CNCC2)OC)OC 5-ethyl-2-methoxy-N-(4-methoxy-6-((pyrrolidin-3-yloxy)methyl)benzo[d]isoxazol-3-yl)benzenesulfonamide hydrochloride